bis(3-isopropyl-salicylidene)-1,2-cyclohexanediamine C(C)(C)C1=C(C(C=C2C(C(C(CC2)N)N)=CC=2C(O)=C(C=CC2)C(C)C)=CC=C1)O